N-((1R,3R)-3-(4-acetylpiperazin-1-yl)cyclohexyl)-7-methyl-1H-indole C(C)(=O)N1CCN(CC1)[C@H]1C[C@@H](CCC1)N1C=CC2=CC=CC(=C12)C